C(#C)C=1C(=CC=C2C=C(C=C(C12)B1OC(C(O1)(C)C)(C)C)OCOC)F 2-[8-ethynyl-7-fluoro-3-(methoxymethoxy)-1-naphthyl]-4,4,5,5-tetramethyl-1,3,2-dioxaborolane